N-(5-(1H-pyrazol-1-yl)-1H-indol-4-yl)-1-methylcyclopropane-1-carboxamide N1(N=CC=C1)C=1C(=C2C=CNC2=CC1)NC(=O)C1(CC1)C